N-[6-(2-chloro-5-fluorophenyl)-3-(2,2-difluorocyclobutyl)-2-methyl-8-oxo-7,8-dihydro-6H-pyrrolo[4,3-g]indazol-5-yl]-3-fluoro-5-(trifluoromethyl)benzamide ClC1=C(C=C(C=C1)F)C1NC(C2=C1C(=CC1=C(N(N=C21)C)C2C(CC2)(F)F)NC(C2=CC(=CC(=C2)C(F)(F)F)F)=O)=O